ClC1=C(C(=O)N)C=CC(=C1C1=CC(=C(C=C1)Cl)C1=NC=CC=C1)C(=O)NO 2-chloro-M-(4-chloro-3-(pyridin-2-yl)phenyl)-N4-hydroxyterephthalamide